[4-(5-bromo-6-methylpyridin-2-yl)-1-methyl-1H-1,2,3-triazol-5-yl]methanol BrC=1C=CC(=NC1C)C=1N=NN(C1CO)C